ClC1=CC=C(C=C1)C1=NN=C2N(C=NC=C21)C(C)(C)C (4-chlorophenyl)-7-(t-butyl)pyrazolo[3,4-d]-pyrimidine